[I-].C1(=CC=CC=C1)O.C1(=CC=CC=C1)O diphenol iodide